COC=1C=C(C=CC1N1N=C(C=2C=NC(=CC21)NC2=NC=CN=C2OC)C)NS(=O)(=O)C=2C=NN(C2)C N-(3-methoxy-4-(6-((3-methoxypyrazin-2-yl)amino)-3-methyl-1H-pyrazolo[4,3-c]pyridin-1-yl)phenyl)-1-methyl-1H-pyrazole-4-sulfonamide